ClC=1C=C2CCC[C@]3(COC4=CC=C5[C@H]([C@@H](C(N(C/C=C/CCCCN(C3)C4=C5)C)=O)C)C(=O)O)C2=CC1 (1S,6'E,11'S,12'S)-6-CHLORO-9',11'-DIMETHYL-10'-OXO-3,4-DIHYDRO-2H-SPIRO[NAPHTHALENE-1,19'-[17]OXA[1,9]DIAZATRICYCLO[11.7.2.016,21]DOCOSA[6,13,15,21]TETRAENE]-12'-CARBOXYLIC ACID